(3R,4R)-4-{[1-(2,4-difluoro-phenyl)-1H-[1,2,3]triazole-4-carbonyl]-amino}-1-(2-methyl-cyclopentyl)-piperidine-3-carboxylic acid ((R)-1-pyridin-2-yl-ethyl)-amide N1=C(C=CC=C1)[C@@H](C)NC(=O)[C@@H]1CN(CC[C@H]1NC(=O)C=1N=NN(C1)C1=C(C=C(C=C1)F)F)C1C(CCC1)C